C(C)(=O)N1CCC(CC1)NCC=1C(=C(C=CC1)NC=1C(=C(C=CC1)C1=NC=CC(=C1Cl)C1=NC(=C(C=C1)CNCC1CCC(N1)=O)OC)Cl)F 5-((((2'-(3-((3-(((1-acetylpiperidin-4-yl)amino)methyl)-2-fluorophenyl)amino)-2-chlorophenyl)-3'-chloro-6-methoxy-[2,4'-bipyridin]-5-yl)methyl)amino)methyl)pyrrolidin-2-one